O=S1(CC(CCC1)NC=1N=CC(=C2C=CN(C(C12)=O)C)C1=CC=C(C=C1)C(F)(F)F)=O 8-((1,1-dioxidotetrahydro-2H-thiopyran-3-yl)amino)-2-methyl-5-(4-(trifluoromethyl)phenyl)-2,7-naphthyridin-1(2H)-one